CO[Si](CCCSSCCC[Si](OC)(OC)OC)(OC)OC [3-(trimethoxysilyl) propyl] disulfide